C(C)(C)(C)OC(=O)N1CC(OCC1)C(N(C)OC)=O 2-[methoxy(methyl)carbamoyl]Morpholine-4-carboxylic acid tert-butyl ester